CN1C(=NC(=C1)C(F)(F)F)C1=CC=C(C=C1)CC1=NC=C(C(=N1)N)N {4-[1-methyl-4-(trifluoromethyl)imidazol-2-yl]phenyl-methyl}pyrimidine-4,5-diamine